N1(CCCCC1)CCCOC1=CC=C(C=C1)C=1OC2=C(C(C1)=O)C(=CC=C2)O 2-(4-(3-(piperidin-1-yl)propoxy)phenyl)-5-hydroxy-4H-benzopyran-4-one